ClC1=CC=C(C=C1)CC1=NC2=CC=C(C=C2C(N1C)=O)OC1=CC(=NC=C1)C=1C=NN(C1)C 2-[(4-chlorophenyl)methyl]-3-methyl-6-{[2-(1-methylpyrazol-4-yl)-4-pyridyl]oxy}quinazolin-4-one